3,5,5-trimethyl-1,6-hexanediamine CC(CCN)CC(CN)(C)C